ClC1=NC=C(C(=N1)OC)NC(=O)C=1C(=NOC1C)C1=CC=CC=C1 (2-chloro-4-methoxy-pyrimidin-5-yl)-5-methyl-3-phenyl-isoxazole-4-carboxamide